tert-butyl 4-{2-[2-({2-methyl-8-[4-(tri-fluoromethyl)phenyl]-2H,8H-pyrazolo[3,4-b]indol-5-yl}formamido)ethoxy]-ethoxy}butanoate CN1N=C2N(C3=CC=C(C=C3C2=C1)C(=O)NCCOCCOCCCC(=O)OC(C)(C)C)C1=CC=C(C=C1)C(F)(F)F